CC1(N(C2=CC=CC=C2C12OCCC2)S(=O)(=O)C2=CC=C(C)C=C2)C(F)(F)F methyl-1'-tosyl-2'-(trifluoromethyl)-4,5-dihydro-3H-spiro[furan-2,3'-indoline]